FC=1C=C2CCC(CC2=C(C1B1OC(C(O1)(C)C)(C)C)F)N(C(OC(C)(C)C)=O)C tert-Butyl 6,8-difluoro-7-(4,4,5,5-tetramethyl-1,3,2-dioxaborolan-2-yl)-1,2,3,4-tetrahydronaphthalen-2-yl(methyl)carbamate